(R)-2-(S)-2,3-Dihydro-benzofuran-3-yl-1-((1S,2S,6R,8S)-2,9,9-trimethyl-3,5-dioxa-4-bora-tricyclo[6.1.1.02,6]dec-4-yl)-ethylamine hydrochloride Cl.O1CC(C2=C1C=CC=C2)C[C@@H](B2O[C@]1([C@@H]3C([C@H](C[C@H]1O2)C3)(C)C)C)N